(2R)-1-{4-[(2-{3-[(4-methanesulfonyl-2-methoxyphenyl)amino]prop-1-yn-1-yl}-1-(2,2,2-trifluoroethyl)-1H-indol-4-yl)amino]piperidin-1-yl}-3-methoxypropan-2-ol CS(=O)(=O)C1=CC(=C(C=C1)NCC#CC=1N(C2=CC=CC(=C2C1)NC1CCN(CC1)C[C@H](COC)O)CC(F)(F)F)OC